(R)-4-((2-(3-amino-4,4-difluoropiperidin-1-yl)-4-methoxy-1H-benzo[d]imidazol-1-yl)methyl)benzonitrile N[C@@H]1CN(CCC1(F)F)C1=NC2=C(N1CC1=CC=C(C#N)C=C1)C=CC=C2OC